ClC1=C(C=CC(=C1)C(F)F)S(=O)(=O)N1C[C@@]([C@H](C1)S(=O)(=O)C1=CC=C(C=C1)Cl)(O)CO (3R,4S)-1-((2-chloro-4-(difluoromethyl)phenyl)sulfonyl)-4-((4-chloro-phenyl)sulfonyl)-3-(hydroxymethyl)pyrrolidin-3-ol